FC1(CC=2C3=C(C(NC2[C@@](C1)(COC)O)=O)SC(=C3)C=3C=NNC3)F (S)-8,8-difluoro-6-hydroxy-6-(methoxymethyl)-2-(1H-pyrazol-4-yl)-6,7,8,9-tetrahydrothieno[2,3-c]quinolin-4(5H)-one